(1'R,2'R)-4-((E)-but-1-en-1-yl)-5'-methyl-2'-(prop-1-en-2-yl)-1',2',3',4'-tetrahydro-[1,1'-biphenyl]-2,6-diol C(=C\CC)/C=1C=C(C(=C(C1)O)[C@H]1[C@@H](CCC(=C1)C)C(=C)C)O